Methyl 3-fluoro-5-(2-methoxy ethoxy)-4-nitro-benzoate FC=1C=C(C(=O)OC)C=C(C1[N+](=O)[O-])OCCOC